6-(4-(benzyloxy)phenyl)-7H-pyrrolo[2,3-d]pyrimidin-4-amine C(C1=CC=CC=C1)OC1=CC=C(C=C1)C1=CC2=C(N=CN=C2N)N1